3-amino-4-(4-(1-(2-(dimethylamino)-2-carbonylethyl)-1H-pyrazol-4-yl)phenyl)furo[2,3-c]pyridine-2-carboxamide NC1=C(OC2=CN=CC(=C21)C2=CC=C(C=C2)C=2C=NN(C2)CC(=C=O)N(C)C)C(=O)N